C(C)N1N=C2C(=CC=C(C2=C1)N(C1CCN(CC1)C(=O)OC(C)(C)C)C)C(NC=1C=C(C=2N(C1)C=C(N2)C)F)=O tert-butyl 4-{[2-ethyl-7-({8-fluoro-2-methylimidazo[1,2-a]pyridin-6-yl}carbamoyl)indazol-4-yl](methyl)amino}piperidine-1-carboxylate